(R)-2-amino-3-(4-(4-(1-(pent-3-yl)-1H-pyrazol-4-yl)pyrazolo[1,5-a]pyrazin-6-yl)-1H-pyrazol-1-yl)propan-1-ol N[C@@H](CO)CN1N=CC(=C1)C=1N=C(C=2N(C1)N=CC2)C=2C=NN(C2)C(CC)CC